C[C@@H]1O[C@@H](CN(C1)C1=CC=CC(=N1)C1=NC2=CC(=NC=C2C=C1)CNC(C1=CC(=C(C=C1)C)C(C)O)=O)C N-((2-(6-((cis)-2,6-dimethylmorpholino)pyridin-2-yl)-1,6-naphthyridin-7-yl)methyl)-3-(1-hydroxyethyl)-4-methylbenzamide